N-(5-methoxy-quinolin-8-yl)-5-methylpyridine-2-sulfonamide COC1=C2C=CC=NC2=C(C=C1)NS(=O)(=O)C1=NC=C(C=C1)C